6-[4-[3-(dimethylamino)pyrrolidin-1-yl]-6-fluoro-8-(methylamino)-9H-pyrido[2,3-b]indol-3-yl]-1-methyl-4-oxo-1,8-naphthyridine-3-carboxylic acid CN(C1CN(CC1)C1=C(C=NC=2NC3=C(C=C(C=C3C21)F)NC)C=2C=C1C(C(=CN(C1=NC2)C)C(=O)O)=O)C